(+/-)-N-(4-{[3-(2-cyano-3-fluorophenyl)-1-{[2-(trimethylsilyl)ethoxy]methyl}-1H-pyrrolo[2,3-b]pyridin-4-yl]oxy}-3,5-difluorophenyl)-N'-[1-(oxetan-3-yl)ethyl]urea C(#N)C1=C(C=CC=C1F)C1=CN(C2=NC=CC(=C21)OC2=C(C=C(C=C2F)NC(=O)N[C@H](C)C2COC2)F)COCC[Si](C)(C)C |r|